FC1(C2CCC1(C2)C(=O)O)F 5,5-difluoro-bicyclo[2.1.1]hexanecarboxylic acid